tert-butyl 5-(4-((2-fluoro-5-methyl-4-((1-methyl-1H-benzo[d]imidazol-5-yl)oxy)phenyl)amino)pyrido[3,2-d]pyrimidin-6-yl)-3,3a,6,6a-tetrahydrocyclopenta[b]pyrrole-1(2H)-carboxylate FC1=C(C=C(C(=C1)OC1=CC2=C(N(C=N2)C)C=C1)C)NC=1C2=C(N=CN1)C=CC(=N2)C2=CC1C(N(CC1)C(=O)OC(C)(C)C)C2